tert-Butyl-(1R,3R,4R,5R,6S)-5,6-bis((tert-butyldiphenylsilyl)oxy)-3-(hydroxymethyl)-2-azabicyclo[2.2.1]heptane C(C)(C)(C)[C@@]12N[C@H]([C@H]([C@H]([C@H]1O[Si](C1=CC=CC=C1)(C1=CC=CC=C1)C(C)(C)C)O[Si](C1=CC=CC=C1)(C1=CC=CC=C1)C(C)(C)C)C2)CO